N-(5-((2,6-difluoro-3,5-dimethoxybenzyl)oxy)pyrimidin-2-yl)-7-formyl-6-((4-methyl-2-oxopiperazin-1-yl)methyl)-3,4-dihydro-1,8-naphthyridine-1(2H)-carboxamide FC1=C(COC=2C=NC(=NC2)NC(=O)N2CCCC3=CC(=C(N=C23)C=O)CN2C(CN(CC2)C)=O)C(=C(C=C1OC)OC)F